The molecule is a tetracycline-like polyketide antibiotic that is produced by several species of Penicillium and Aspergillus. It has a role as an antimicrobial agent, a fungal metabolite, an EC 2.5.1.31 {ditrans,polycis-undecaprenyl-diphosphate synthase [(2E,6E)-farnesyl-diphosphate specific]} inhibitor and an antineoplastic agent. It is an organic polycyclic compound, a polyketide, an enone, an enamide, an enol, a spiro compound, an aromatic ether, a polyphenol, an aromatic ketone, a cyclic ketone, a tertiary alcohol, a secondary alcohol, a tertiary alpha-hydroxy ketone and a primary carboxamide. CC1=CCCC([C@@]12CC3=C4C2=C(C=C(C4=C(C5=C3[C@@H]([C@]6(CC(=O)C(=C([C@]6(C5=O)O)O)C(=O)N)O)O)O)O)OC)(C)C